ClC1=C(C=C(C=C1)C1=CN(C2=NC(=CC=C21)C(=O)N2C(CN(CC2)C2=NC(=C(C(=O)OC)C(=C2)C)C)(C)C)CC2(CCOCC2)C)F methyl 6-(4-(3-(4-chloro-3-fluorophenyl)-1-((4-methyltetrahydro-2H-pyran-4-yl)methyl)-1H-pyrrolo[2,3-b]pyridine-6-carbonyl)-3,3-dimethylpiperazin-1-yl)-2,4-dimethylnicotinate